dimethylazanium C[NH2+]C